C12(CC3CC(CC(C1)C3)C2)NC(COC2=NC(=NC(=C2F)N2CC(C2)(F)F)SC)=O N-(adamantan-1-yl)-2-((6-(3,3-difluoroazetidin-1-yl)-5-fluoro-2-(methylthio)pyrimidin-4-yl)oxy)acetamide